3-(1-Oxo-5-(((S)-1-((2-((R)-tetrahydrofuran-3-yl)quinazolin-6-yl)methyl)pyrrolidin-3-yl)oxy)isoindolin-2-yl)piperidine-2,6-dione O=C1N(CC2=CC(=CC=C12)O[C@@H]1CN(CC1)CC=1C=C2C=NC(=NC2=CC1)[C@@H]1COCC1)C1C(NC(CC1)=O)=O